(R)-N-(3-(3,5-dimethylisoxazol-4-yl)-4-(pyrrolidin-3-yloxy)phenyl)cyclopropanecarboxamide CC1=NOC(=C1C=1C=C(C=CC1O[C@H]1CNCC1)NC(=O)C1CC1)C